OCCN(C([O-])=O)C N-(2-hydroxyethyl)-N-methyl-carbamate